OC1(CCN(CC1)C(=O)NC1=NC2=C(N1)C(=CC=C2C2=CC=C1C=CNC1=C2)OC)C 4-hydroxy-N-[4-(1H-indol-6-yl)-7-methoxy-1H-1,3-benzodiazol-2-yl]-4-methylpiperidine-1-carboxamide